anthranilic acid anilide C(C=1C(N)=CC=CC1)(=O)NC1=CC=CC=C1